ONC1=NC(NC=C1)=O D-N4-hydroxycytosine